(1S,2S)-N-(6-(4-chloro-3-methylisothiazol-5-yl)benzo[d]thiazol-2-yl)-2-fluorocyclopropane-1-carboxamide 2HCl salt Cl.Cl.ClC=1C(=NSC1C1=CC2=C(N=C(S2)NC(=O)[C@H]2[C@H](C2)F)C=C1)C